Tert-butyl 6-(6-((2-methoxyethyl) (methyl) amino)-2-methylhex-3-yl)-2,6-diazaspiro[3.4]octane-2-carboxylate COCCN(CCCC(C(C)C)N1CC2(CN(C2)C(=O)OC(C)(C)C)CC1)C